C(C)(=O)N1[C@H](CN(C[C@@H]1C)C=1C=2N(C=C(C1)S(=O)(=O)NC1(COC1)C)C(=NC2)C=2SC(=NN2)C(F)F)C 8-((3S,5S)-4-acetyl-3,5-dimethylpiperazin-1-yl)-3-(5-(difluoromethyl)-1,3,4-thiadiazol-2-yl)-N-(3-methyloxetan-3-yl)imidazo[1,5-a]pyridine-6-sulfonamide